C(C)(C)(C)OC(=O)N[C@H](C(=O)OC)CC1=C(C=CC=C1)Cl (S)-methyl 2-(tert-butoxycarbonylamino)-3-(2-chlorophenyl)propanoate